CN(C)CC1=CC(=C(S1)[S@](=O)(N)=NC(NC1=C2CCCC2=CC=2CCCC12)=O)F (S)-5-((dimethylamino)methyl)-3-fluoro-N'-((1,2,3,5,6,7-hexahydro-s-indacen-4-yl)carbamoyl)thiophene-2-sulfonimidamide